5-(methylamino)pyrazine CNC=1N=CC=NC1